C(C\C=C/CC)CC(=O)O.C(C)(=O)OCC\C=C/CC cis-hex-3-enyl acetate (Z)-hex-3-enyl-acetate